N-(2-ethylphenyl)-2-methylsulfinyl-5-(trifluoromethyl)pyrimidin-4-amine C(C)C1=C(C=CC=C1)NC1=NC(=NC=C1C(F)(F)F)S(=O)C